methyl 5-bromo-3-nitro-2-(phenylamino)benzoate BrC=1C=C(C(=C(C(=O)OC)C1)NC1=CC=CC=C1)[N+](=O)[O-]